BrC1=CC=C(C=C1)CC1=CC=C(C=C1)Br 1-bromo-4-[(4-bromophenyl)methyl]benzene